5-((6-(4-chloro-3-(trifluoromethyl)phenyl)pyridin-2-yl)oxy)-2-fluorophenol ClC1=C(C=C(C=C1)C1=CC=CC(=N1)OC=1C=CC(=C(C1)O)F)C(F)(F)F